OC=1C=C2CC(N3C(C2=CC1C=1SC=CN1)=CC(C(=C3)C(=O)OCC)=O)C(C)C ethyl 9-hydroxy-6-isopropyl-2-oxo-10-(thiazol-2-yl)-6,7-dihydropyrido[2,1-a]isoquinoline-3-carboxylate